Ethyl-4-methyl-1H-pyrazol-3-amine C(C)N1N=C(C(=C1)C)N